1-(5-(2,5-diazabicyclo[2.2.2]octan-2-yl)-1-oxoisoindolin-2-yl)dihydropyrimidine-2,4(1H,3H)-dione C12N(CC(NC1)CC2)C=2C=C1CN(C(C1=CC2)=O)N2C(NC(CC2)=O)=O